BrC=1C=CC2=C(N=C(S2)S(=O)(=O)N)C1 5-Bromobenzo[d]thiazole-2-sulfonamide